ClC1=CC(=C(C=C1)C(C)OC1=C(NC(=C1)C(=O)N[C@@H]1CC[C@H](CC1)O)C(=O)NC)F 3-(1-(4-chloro-2-fluorophenyl)ethoxy)-N5-(trans-4-hydroxycyclohexyl)-N2-methyl-1H-pyrrole-2,5-dicarboxamide